3-hydrazino-5-(5-nitro-1H-pyrazol-3-yl)-4H-1,2,4-triazol-4-amine N(N)C1=NN=C(N1N)C1=NNC(=C1)[N+](=O)[O-]